C(C)(C)(C)N1N=C(C=C1NC(C1=CC=C(C=C1)N1CCOCC1)=O)CCC1=CC(=CC=C1)NC(C1=CC=C(C=C1)CN(C)C)=O N-(1-(tert-butyl)-3-(3-(4-((dimethylamino)methyl)benzamido)phenethyl)-1H-pyrazol-5-yl)-4-morpholinobenzamide